[Br-].C(C)(C)C1=C(C(=CC=C1)C(C)C)N1CN(C=C1)CCCC 1-(2,6-diisopropylphenyl)-3-butyl-imidazole bromide